COC1=CC=C2C=CC=C(C2=C1)CCN(C(C)=O)CCC1=CC=CC2=CC=C(C=C12)OC N,N-bis[2-(7-methoxy-1-naphthyl)ethyl]acetamide